ClC=1C=C(C=CC1C(F)(F)F)N1N=NC(=C1C(F)(F)F)C(=O)NC1=CC(=C(OC2=CC(=NC=C2)C(=O)NCCC)C=C1)F 4-(4-(1-(3-chloro-4-(trifluoromethyl)phenyl)-5-(trifluoromethyl)-1H-1,2,3-triazole-4-carboxamido)-2-fluorophenoxy)-N-propylpicolinamide